ethyl 4-((2-(methylsulfonyl) ethyl) amino)-3-nitrobenzoate CS(=O)(=O)CCNC1=C(C=C(C(=O)OCC)C=C1)[N+](=O)[O-]